CN1CCCC1C2=CC=NC=C2 gamma-nicotine